CC1(OC2=CC(=CC(=C2C2C1CCC(=C2)C)OC(CO)=C)CCC)C 2-[(6,6,9-trimethyl-3-propyl-6a,7,8,10a-tetrahydrobenzo[c]chromen-1-yl)oxy]prop-2-en-1-ol